C(C)(C)(C)S(=O)\N=C(/C)\C1=CC=C2C(=N1)N(C(=C2)C2=NC1=C(N2C)C(=CC(=C1)C(=O)OC(C)C)OC)CCCC=C isopropyl (E)-2-(6-(1-((tert-butylsulfinyl)imino)ethyl)-1-(pent-4-en-1-yl)-1H-pyrrolo[2,3-b]pyridin-2-yl)-7-methoxy-1-methyl-1H-benzo[d]imidazole-5-carboxylate